2-((1r,2r)-2-aminocycloheptyl)-3-bromo-5-chloro-N-(thiophen-2-ylmethyl)thieno[3,2-b]pyridin-7-amine N[C@H]1[C@@H](CCCCC1)C1=C(C2=NC(=CC(=C2S1)NCC=1SC=CC1)Cl)Br